3-bromo-2-(bromomethyl)-N-methoxy-N-methylpropanamide BrCC(C(=O)N(C)OC)CBr